C(C)(=O)N1[C@@H](CN(C[C@@H]1C)C(C=C)=O)C1=CC(=NC(=C1)Cl)C1=CC(=NC(=N1)C(F)(F)F)C(=O)NC 6-(4-((2R,6S)-1-acetyl-4-acryloyl-6-methylpiperazin-2-yl)-6-chloropyridin-2-yl)-N-methyl-2-(trifluoromethyl)pyrimidine-4-carboxamide